C(C)OC1=C(C(=C(C=C1)[C@@H]1CC[C@H](CC1)CCC)F)F 1-ethoxy-2,3-difluoro-4-(trans-4-propylcyclohexyl)benzene